The molecule is a hydrochloride comprising equimolar amounts of ophenadrine and hydrogen chloride. It has a role as a NMDA receptor antagonist, a H1-receptor antagonist, an antiparkinson drug, a parasympatholytic, a muscle relaxant and a muscarinic antagonist. It contains an orphenadrine. CC1=CC=CC=C1C(C2=CC=CC=C2)OCC[NH+](C)C.[Cl-]